C[C@H]1CN2C(C=3N1C(=NC3)[C@@](C(F)(F)F)(C)O)=CC(=N2)O (S)-5-methyl-3-((R)-1,1,1-trifluoro-2-hydroxypropan-2-yl)-5,6-dihydroimidazo[1,5-a]pyrazolo[5,1-c]pyrazin-9-ol